FC=1C=C(C=CC1OC)S(=O)(=O)N1C[C@]2(CC3=C(C=C2CC1)N(N=C3)C3=CC=C(C=C3)F)C(=O)C3=NC=CC=C3 (R)-(6-((3-fluoro-4-methoxyphenyl)sulfonyl)-1-(4-fluorophenyl)-4,4a,5,6,7,8-hexahydro-1H-pyrazolo[3,4-g]isoquinolin-4a-yl)(pyridin-2-yl)methanone